2-[8-(hydroxymethyl)-2-methylimidazo[1,2-a]pyridin-6-yl]-7-(piperazin-1-yl)-4H-pyrido[1,2-a]pyrimidin-4-one OCC=1C=2N(C=C(C1)C=1N=C3N(C(C1)=O)C=C(C=C3)N3CCNCC3)C=C(N2)C